C(C(C)C)C=1N=CC=NC1 5-isobutyl-pyrazine